OC1=C(C(=O)NCCC2=CNC3=C(C=CC=C23)C)C=CC(=C1)C 2-hydroxy-4-methyl-N-(2-(7-methyl-1H-indol-3-yl)ethyl)benzamide